2-(4-propoxyphenyl)acetamide C(CC)OC1=CC=C(C=C1)CC(=O)N